NC=1C(=C(C=CC1)SC=1N=CC(=NC1N)N(C1CC(NC(C1)(C)C)(C)C)C)Cl 5-((3-Amino-2-chlorophenyl)thio)-N2-methyl-N2-(2,2,6,6-tetramethylpiperidin-4-yl)pyrazine-2,6-diamine